OC=1C(=CC=C2C(=CC=NC12)C)C(NC(CCC)=O)C=1C=NC=CC1 N-((8-hydroxy-4-methylquinolin-7-yl)(pyridin-3-yl)methyl)butyramide